[5-[4-(trifluoromethyl)phenyl]tetrazol-2-yl]sodium FC(C1=CC=C(C=C1)C=1N=NN(N1)[Na])(F)F